C(=CC1=CC=CC=C1)CC[SiH2]C(O[Si](C=C)(C)C)O[Si](C)(C)C=C styrylethyl-di(vinyldimethylsiloxy)methylsilane